2-(4'-bromo-[1,1'-biphenyl]-4-yl)-3,5,7,8-tetrahydro-4H-thiopyrano[4,3-d]pyrimidin-4-one BrC1=CC=C(C=C1)C1=CC=C(C=C1)C=1NC(C2=C(N1)CCSC2)=O